CCCCCCCC/C=C\\CCC[C@@H](CC(=O)SCCNC(=O)CCNC(=O)[C@@H](C(C)(C)COP(=O)([O-])OP(=O)([O-])OC[C@@H]1[C@H]([C@H]([C@@H](O1)N2C=NC3=C(N=CN=C32)N)O)OP(=O)([O-])[O-])O)O The molecule is a 3-hydroxy fatty acyl CoA(4-) obtained by deprotonation of phosphate and diphosphate OH groups of (3S,7Z)-3-hydroxyhexadecenoyl-CoA; major species at pH 7.3. It is a monounsaturated fatty acyl-CoA(4-) and a long-chain (3S)-hydroxy fatty acyl-CoA(4-). It is a conjugate base of a (3S,7Z)-3-hydroxyhexadecenoyl-CoA.